3-Amino-7-fluoro-4-(7-fluoro-1H-indazol-4-yl)-8-methyl-1H-1,5-naphthyridin-2-one NC=1C(NC2=C(C(=CN=C2C1C1=C2C=NNC2=C(C=C1)F)F)C)=O